O=C1C=C(OC2=C(C(=CC=C12)CCC(=O)[O-])CCC(=O)[O-])C1=CC=CC=C1 4-oxo-2-phenyl-4H-chromene-7,8-diyldipropionate